ClC=1C(=NC=CC1)C(=O)NCC1CCS(CC1)(=O)=O 3-chloro-N-((1,1-dioxotetrahydro-2H-thiopyran-4-yl)methyl)pyridineamide